methyl 4-(3-(tert-butoxy)-3-oxopropyl)-2-fluorobenzoate C(C)(C)(C)OC(CCC1=CC(=C(C(=O)OC)C=C1)F)=O